1-octadecanoyl-2-(11Z-eicosenoyl)-glycero-3-phospho-(1'-sn-glycerol) CCCCCCCCCCCCCCCCCC(=O)OC[C@H](COP(=O)(O)OC[C@H](CO)O)OC(=O)CCCCCCCCC/C=C\CCCCCCCC